C(C)(C)(C)OC(=O)N1C[C@@H](NCC1)COCC1=NC(=CC=C1F)Br (R)-3-(((6-Bromo-3-fluoropyridin-2-yl)methoxy)methyl)piperazine-1-carboxylic acid tert-butyl ester